The molecule is a member of the class of imidothioates that is the S-4-chlorobenzyl thioester of N-(2,4-dichlorophenyl)-2-(1H-1,2,4-triazol-1-yl)ethanimidothioic acid. Used to control a range of fungal diseases affecting fruit, vegetables, turf and ornamentals. It has a low mammalian toxicity and shows a moderate level of toxicity to fish, daphnia and earthworms but is relatively non-toxic to honey bees, birds and algae. It has a role as an EC 1.14.13.70 (sterol 14alpha-demethylase) inhibitor and an antifungal agrochemical. It is a dichlorobenzene, a member of triazoles, a member of monochlorobenzenes, an imidothioate, a conazole fungicide and a triazole fungicide. C1=CC(=CC=C1CSC(=NC2=C(C=C(C=C2)Cl)Cl)CN3C=NC=N3)Cl